C1OC2C=C3CC[C@@H]4[C@H](C(C[C@@]5(C(CC[C@@H]45)=O)C)=C)[C@H]3CC2OC1 3-Ethylenedioxy-13-methyl-11-methylene-gon-4-en-17-one